(S)-N-methoxypyrrolidine-2-carboxamide CONC(=O)[C@H]1NCCC1